2-hydroxy-6-(1,4-dioxa-8-azaspiro[4.5]decan-8-yl)-1H-benzo[de]isoquinoline-1,3(2H)-dione ON1C(C2=CC=CC=3C2=C(C1=O)C=CC3N3CCC1(OCCO1)CC3)=O